ClC=1C=C(C(=O)NC2=C(C=C(C(=C2)C=2C=NC(=NC2)N2CCOCC2)F)N2CC(CC2)N(C(OC(C)(C)C)=O)C)C=C(C1)Cl tert-butyl (1-(2-(3,5-dichlorobenzamido)-5-fluoro-4-(2-morpholinopyrimidin-5-yl)phenyl)pyrrolidin-3-yl)(methyl)carbamate